cis-2-[8-ethylamino-1-[(1-hydroxy-cyclobutyl)-methyl]-2-oxo-8-phenyl-1,3-diazaspiro[4.5]decan-3-yl]-benzonitrile C(C)NC1(CCC2(CN(C(N2CC2(CCC2)O)=O)C2=C(C#N)C=CC=C2)CC1)C1=CC=CC=C1